C1(=CC=C(C=C1)C1=NC(=NC(=N1)C1=CC=C(C=C1)C1=CC=CC=C1)C1=CC(=CC=C1)C1=CC=CC2=C1OC1=C2C=C(C=C1C1=CC=CC=C1)C1=CC=CC=C1)C1=CC=CC=C1 2,4-di([1,1'-biphenyl]-4-yl)-6-(3-(6,8-diphenyldibenzo[b,d]furan-4-yl)phenyl)-1,3,5-triazine